BrC=1C=CC=C2C(=NC(=NC12)NC1=CC(=C(C=C1)F)Cl)N[C@H](CC)C=1SC=CC1 (R)-8-bromo-N2-(3-chloro-4-fluorophenyl)-N4-(1-(thiophen-2-yl)propyl)quinazoline-2,4-diamine